ClC1=NC(=CC(=C1)C(C)(C)O)Cl 2-(2,6-dichloropyridin-4-yl)propan-2-ol